3-(2-chloro-4-fluorophenyl)-1-methyl-6-(trifluoromethyl)pyrimidine-2,4(1h,3h)-dione ClC1=C(C=CC(=C1)F)N1C(N(C(=CC1=O)C(F)(F)F)C)=O